4-oxopiperidine-1,3-dicarboxylic acid 1-tert-butyl ester 3-ethyl ester C(C)OC(=O)C1CN(CCC1=O)C(=O)OC(C)(C)C